Tert-butyl 6-(quinoxalin-6-yl)-3,4-dihydropyridine-1(2H)-carboxylate N1=CC=NC2=CC(=CC=C12)C1=CCCCN1C(=O)OC(C)(C)C